(R)-1-(3-((6-((1-ethyl-1H-pyrazol-4-yl)amino)-3-(methylthio)-1H-pyrazolo[3,4-d]pyrimidin-4-yl)amino)piperidin-1-yl)prop-2-en-1-one C(C)N1N=CC(=C1)NC1=NC(=C2C(=N1)NN=C2SC)N[C@H]2CN(CCC2)C(C=C)=O